ClC1=NC(=CC(=C1)[C@H](CC(=O)NN)C)Cl (3S)-3-(2,6-dichloropyridin-4-yl)butanoylhydrazine